1-((3R,4S)-3-fluoro-4-((5-(4-fluoro-1-isopropyl-2-methyl-1H-benzo[d]imidazol-6-yl)-4-methoxypyrrolo[2,1-f][1,2,4]triazin-2-yl)amino)pyrrolidin-1-yl)ethan-1-one F[C@@H]1CN(C[C@@H]1NC1=NN2C(C(=N1)OC)=C(C=C2)C=2C=C(C1=C(N(C(=N1)C)C(C)C)C2)F)C(C)=O